CC(=CC(=O)N)C 3-methyl-2-butenamide